2-(1-benzylpiperidin-4-yl)-6-((4-(methylsulfonyl)phenoxy)methyl)imidazo[2,1-b][1,3,4]thiadiazol C(C1=CC=CC=C1)N1CCC(CC1)C1=NN2C(S1)=NC(=C2)COC2=CC=C(C=C2)S(=O)(=O)C